tert-butyl (3S)-3-[[(chlorocarbonyl)oxy]methyl]piperidine-1-carboxylate ClC(=O)OC[C@@H]1CN(CCC1)C(=O)OC(C)(C)C